O(C1=CC=CC=C1)P(OC1=CC=CC=C1)Cl diphenoxyphosphinous chloride